1-cyclopentyl-5-(thiazol-4-yl)-1H-pyrazole-3-carboxylic acid ethyl ester C(C)OC(=O)C1=NN(C(=C1)C=1N=CSC1)C1CCCC1